OC1(CC1)C#CC=1C=C(C=2N(C1)N=CC2C#N)C=2C=NC(=CC2)N2CC1N(C(C2)C1)CC=1C=NC(=CC1)OC 6-((1-Hydroxycyclopropyl)ethynyl)-4-(6-(6-((6-methoxypyridin-3-yl)methyl)-3,6-diazabicyclo[3.1.1]heptane-3-yl)pyridin-3-yl)pyrazolo[1,5-a]pyridine-3-carbonitrile